C(C)(=O)N[C@@H](CC(N)=O)C(=O)O N-Acetyl-L-Asparagine